pyrazoline sulfonium salt [SH3+].N1NC=CC1